rac-(1R,3R,4S)-3-methyl-3-phenylbicyclo[2.2.1]heptan-2-one C[C@]1(C([C@@H]2CC[C@H]1C2)=O)C2=CC=CC=C2 |r|